N-((2,5-diphenyl-4,5-dihydro-oxazol-5-yl)methyl)-4-methoxy-N-methylbenzenesulfonamide C1(=CC=CC=C1)C=1OC(CN1)(C1=CC=CC=C1)CN(S(=O)(=O)C1=CC=C(C=C1)OC)C